(S)-N-(3-(1-((2-ethyl-2H-pyrazolo[3,4-b]pyrazin-6-yl)amino)ethyl)-4-fluorophenyl)-1-isopropyl-1H-pyrazole-4-carboxamide C(C)N1N=C2N=C(C=NC2=C1)N[C@@H](C)C=1C=C(C=CC1F)NC(=O)C=1C=NN(C1)C(C)C